C(CO)(=O)OO.C(CO)(=O)OO dihydroxy bisglycolate